3-(3,5-difluorophenoxy)-3-methylazetidine FC=1C=C(OC2(CNC2)C)C=C(C1)F